OC1CN(C1)C1=C(C=C2C(=C(C(N(C2=C1)C)=O)C#N)N1CCC(CC1)C=1OC2=C(N1)C=C(C=C2)C)C 7-(3-Hydroxyazetidin-1-yl)-1,6-dimethyl-4-[4-(5-methyl-1,3-benzooxazol-2-yl)piperidin-1-yl]-2-oxo-1,2-dihydroquinoline-3-carbonitrile